COC=1C(=NC=C(C1)C1=CC(=CC=C1)Cl)C#N 3-methoxy-5-(3-chlorophenyl)-2-cyanopyridine